BrC=1C=C(C2=C(N(C(=N2)C)C(C)C)C1)F 6-bromo-4-fluoro-1-isopropyl-2-methyl-1H-benzo[d]imidazole